2-[5-(p-toluenesulfonyloxy)pentyl]-6-(trifluoromethyl)pyridine-3-carboxylic acid tert-butyl ester C(C)(C)(C)OC(=O)C=1C(=NC(=CC1)C(F)(F)F)CCCCCOS(=O)(=O)C1=CC=C(C)C=C1